ClC1=NC=CC(=C1)CC1=CC(=C(C(=C1)F)F)Cl 2-chloro-4-[(3-chloro-4,5-difluorophenyl)methyl]pyridine